diamino-4,4'-dihydroxy-1,1'-biphenyl NC=1C(=C(C=CC1O)C1=CC=C(C=C1)O)N